C(C)N1[C@H](C=2N=CC=C(C3=CN4C(C(OCCCC[C@@H](NC1=O)CCC(F)(F)F)=N3)=NC=C4)C2)C (12S,16R)-13-ethyl-12-methyl-16-(3,3,3-tri-fluoropropyl)-12,13,15,16,17,18,19,20-octahydro-14H-6,22-(azeno)-11,7-(metheno)imidazo[2,1-c][1,4,10,13,15]oxatetraazacycloicosin-14-one